N-[8-fluoro-7-(1-hydroxy-1-methyl-ethyl)-2-(4-piperidinyl)imidazo[1,2-a]pyridin-6-yl]-6-(trifluoromethyl)pyridine-2-carboxamide FC=1C=2N(C=C(C1C(C)(C)O)NC(=O)C1=NC(=CC=C1)C(F)(F)F)C=C(N2)C2CCNCC2